methyl 2-(3-(([1,1'-biphenyl]-4-ylmethyl)amino)-2-oxo-6-phenylpyrazin-1(2H)-yl)acetate C1(=CC=C(C=C1)CNC=1C(N(C(=CN1)C1=CC=CC=C1)CC(=O)OC)=O)C1=CC=CC=C1